(S)-2-(5-methylpyridine-2-yl)morpholine-4-carboxylate CC=1C=CC(=NC1)[C@@H]1CN(CCO1)C(=O)[O-]